C(C)N1C([C@@H](OC2(C1)CCN(CC2)CCOC(C)C)C)=O (S)-4-ethyl-9-(2-isopropoxyethyl)-2-methyl-1-oxa-4,9-diazaspiro[5.5]undecan-3-one